1,3-dimethylbut-1-yl (5-chloro-8-quinolinoxy)-acetate ClC1=C2C=CC=NC2=C(C=C1)OCC(=O)OC(CC(C)C)C